FC(C1=CC=C(CNC(C2=CC(=C(C=C2)N2CCN(CC2)C(C)C)NS(=O)(=O)C2=CC=C(C=C2)C)=O)C=C1)(F)F N-(4-trifluoromethylbenzyl)-3-((4-methylphenyl)sulphonamido)-4-(4-isopropylpiperazin-1-yl)benzamide